tert-Butyl (Z)-(3-fluoro-2-(((2-(methyl(2-(methylamino)-2-oxoethyl)amino)benzo[d]oxazol-6-yl)oxy)methyl)allyl)carbamate F\C=C(\CNC(OC(C)(C)C)=O)/COC1=CC2=C(N=C(O2)N(CC(=O)NC)C)C=C1